OC1=C(C(=O)C2=CC=C(C=C2)OC(C)C)C=CC(=C1)OCC 2-hydroxy-4-ethoxy-4'-isopropoxybenzophenone